[3-[[[(dimethylamino)carbonyl]-amino]methyl]-3,5,5-trimethylcyclohexyl]-N,N-dimethylurea CN(C(=O)NCC1(CC(CC(C1)(C)C)NC(N(C)C)=O)C)C